COC=1C=C(C=C(C1)OC1=CC=NC2=CC=CC=C12)NC(C)=O N-(3-methoxy-5-(quinolin-4-yloxy)phenyl)acetamide